(4-(dimethylamino)phenyl)-5-hydroxy-N,2-dimethyl-4-(piperidin-1-ylmethyl)-1H-indole-3-carboxamide CN(C1=CC=C(C=C1)N1C(=C(C2=C(C(=CC=C12)O)CN1CCCCC1)C(=O)NC)C)C